N-ethylglucosamine C(C)N[C@H]1C(O)O[C@@H]([C@H]([C@@H]1O)O)CO